1-(4-(5-tert-butyl-benzooxazol-2-yl)phenyl)-3-(3,5-di-tert-butyl-styryl)-5-phenyl-pyrazoline C(C)(C)(C)C=1C=CC2=C(N=C(O2)C2=CC=C(C=C2)N2NC(=CC2C2=CC=CC=C2)C=CC2=CC(=CC(=C2)C(C)(C)C)C(C)(C)C)C1